(3R)-3-amino-5-[(4-chlorophenyl)methyl]-8-fluoro-7-[2-(1-meth-ylpyrrolidin-3-yl)tetrazol-5-yl]-1,1-dioxo-2,3-dihydro-1λ6,5-benzothiazepin-4-one N[C@H]1CS(C2=C(N(C1=O)CC1=CC=C(C=C1)Cl)C=C(C(=C2)F)C=2N=NN(N2)C2CN(CC2)C)(=O)=O